NC1=C(C=C(C=C1)C)C1=CC=C(C=C1)OC 2-Amino-5-methyl-4'-methoxybiphenyl